4-[3-(8-aminopyrido[3,4-d]pyrimidin-2-yl)phenyl]-2-methyl-but-3-yn-2-ol NC1=NC=CC2=C1N=C(N=C2)C=2C=C(C=CC2)C#CC(C)(O)C